ClC1=CC(=C(C=C1)C1=NC(=CC=2N=C(N(C(C21)=O)C)C)[C@@H]2C[C@@H](OCC2)C2=CC(=NC=C2)OC)F 5-(4-chloro-2-fluorophenyl)-7-((2r,4s)-2-(2-methoxy-4-pyridyl)tetrahydro-2H-pyran-4-yl)-2,3-dimethylpyrido[4,3-d]pyrimidin-4(3H)-one